C(C(C)C)C1=C(C(=CC=C1)CC(C)C)NC1=C(C=CC2=CC=CC=C12)[N+](=O)[O-] N-(2,6-diisobutylphenyl)-2-nitro-1-naphthylamine